[2,4-Difluoro-5-(7-morpholin-4-yl-quinazolin-4-yl)-phenyl]imidazo-[2,1-b]thiazol-6-yl-methanol FC1=C(C=C(C(=C1)F)C1=NC=NC2=CC(=CC=C12)N1CCOCC1)C(O)C=1N=C2SC=CN2C1